OCCOCCOC1=CC=C(C=C1)CCCC(=O)OC methyl 4-{4-[2-(2-hydroxyethoxy)ethoxy]phenyl}butanoate